3-Cyano-N-[4-(3-cyanophenyl)-5-[2-methyl-6-(oxetan-3-yl)-4-pyridyl]thiazol-2-yl]-3-methyl-pyrrolidin-1-carboxamid C(#N)C1(CN(CC1)C(=O)NC=1SC(=C(N1)C1=CC(=CC=C1)C#N)C1=CC(=NC(=C1)C1COC1)C)C